NC(CC(=O)OC)=O methyl 3-amino-3-oxopropionate